1-ethyl-1H-indole-2-carboxylic acid C(C)N1C(=CC2=CC=CC=C12)C(=O)O